O1N=CCC1C(=O)O 4H-1,2-oxazole-5-carboxylic acid